[C@H]12CN(C[C@H](CC1)O2)C=2C1=C(N=C(N2)N2CCOCC2)C(=C(N=C1)C1=CC(=CC2=CC=C(C(=C12)C#C)F)C(C)(C)O)F 2-(4-(4-((1R,5S)-8-oxa-3-azabicyclo[3.2.1]octan-3-yl)-8-fluoro-2-morpholinopyrido[4,3-d]pyrimidin-7-yl)-5-ethynyl-6-fluoronaphthalen-2-yl)propan-2-ol